CNC(=O)C=1SC2=C(N1)CCCC2 N-methyl-4,5,6,7-tetrahydrobenzo[d]Thiazole-2-carboxamide